FC(C1=CC(=C(OC=2C(=C(C=NC2)CC2=C(C(=NC=C2)NS(NC)(=O)=O)F)C)C=C1)F)F 4-[[5-[4-(difluoromethyl)-2-fluoro-phenoxy]-4-methyl-3-pyridyl]methyl]-3-fluoro-N-(methylsulfamoyl)pyridin-2-amine